iodonium (iodonium) [IH2+].[IH2+]